C1(CCCCC1)N=C=NC1CCCCC1 N,N-Dicyclohexylcarbodiimide